(R)-2-amino-3-(3-(5-ethylisothiazol-4-yl)-5-fluorobenzamido)propanoic acid N[C@@H](C(=O)O)CNC(C1=CC(=CC(=C1)F)C=1C=NSC1CC)=O